tert-Butyl N-[(3S)-1-(6-{1H-pyrrolo[2,3-b]pyridin-3-yl}quinolin-4-yl)piperidin-3-yl]carbamate N1C=C(C=2C1=NC=CC2)C=2C=C1C(=CC=NC1=CC2)N2C[C@H](CCC2)NC(OC(C)(C)C)=O